tert.-butyldimethylsilyloxy-4-vinyl-2-propoxybenzene C(C)(C)(C)[Si](OC1=C(C=C(C=C1)C=C)OCCC)(C)C